C(C1=CC=CC=C1)C1CC(N(CC1)C1CC2(C1)CCNCC2)C2=C(C=CC=C2)C(C)C 2-(4-benzyl-2-(2-isopropylphenyl)piperidin-1-yl)-7-azaspiro[3.5]nonane